N-[2-(3-{[(1-methyl-1,2,3,6-tetrahydro-2-pyridyl)methyl]carbonylamino}cyclopentyl)ethyl]-3-oxo-2,3-dihydro-1,2,3a-triaza-7-indenecarboxamide CN1C(CC=CC1)CC(=O)NC1CC(CC1)CCNC(=O)C1=CC=CN2C(NN=C12)=O